6-acetamido-N-(5-((4-chlorobenzyl)oxy)-1,3,4-thiadiazol-2-yl)-4-morpholinonicotinamide C(C)(=O)NC1=NC=C(C(=O)NC=2SC(=NN2)OCC2=CC=C(C=C2)Cl)C(=C1)N1CCOCC1